5-[5-Chloro-2-(4-methoxy-benzensulfonylamino)-phenylethynyl]-pyridin ClC=1C=CC(=C(C1)C#CC=1C=CC=NC1)NS(=O)(=O)C1=CC=C(C=C1)OC